6-Chloro-3-[(1R)-1-[2-[1-(3,3-difluoropropyl)pyrazol-4-yl]-3,6-dimethyl-4-oxo-chromen-8-yl]ethoxy]pyridine-2-sulfonamide ClC1=CC=C(C(=N1)S(=O)(=O)N)O[C@H](C)C=1C=C(C=C2C(C(=C(OC12)C=1C=NN(C1)CCC(F)F)C)=O)C